BrC(C(=O)NC=1C(NC=CC1)=C=O)(C)C 2-bromo-2-methyl-N-(2-carbonyl-1,2-dihydropyridin-3-yl)propanamide